O1C(OCC1)C=1C=C(C=NC1)N1C(C(C2=CC=C(C=C12)F)(C)O)=O 1-(5-(1,3-Dioxolan-2-yl)pyridin-3-yl)-6-fluoro-3-hydroxy-3-methylindolin-2-one